NC1=C(C=C(C(=O)N2C[C@@H](OCC2)CC#CC2=C3CN(C(C3=CC=C2)=O)[C@@H](CCC(=O)OC(C)(C)C)C(N)=O)C=C1)OC tert-butyl (4S)-4-(4-{3-[(2S)-4-(4-amino-3-methoxybenzoyl)morpholin-2-yl]prop-1-yn-1-yl}-1-oxo-3H-isoindol-2-yl)-4-carbamoylbutanoate